ClC=1C=CC(=C(C1)C1=CC(N(C=C1OC)C(C(=O)NC1=CC(=C(C(=O)N)C=C1)F)C[C@@H]1OCCCC1)=O)C1=NOCC1 4-[(2-{4-[5-chloro-2-(4,5-dihydro-1,2-oxazol-3-yl)phenyl]-5-methoxy-2-oxopyridin-1(2H)-yl}-3-[(2R)-tetrahydro-2H-pyran-2-yl]propionyl)amino]-2-fluorobenzamide